methyl 4-bromo-3,6-difluoro-2-methyl-benzoate BrC1=C(C(=C(C(=O)OC)C(=C1)F)C)F